FC1(CC(NC1)C(=O)N1CCN(CC1)C=O)F (4-(4,4-difluoropyrrolidine-2-carbonyl)piperazin-1-yl)methanone